2-(2,3-Dihydro-[1,4]dioxino[2,3-b]pyridin-2-ylmethoxy)-9-(1-methyl-1H-pyrazol-4-yl)-6,7-dihydro-pyrimido[6,1-a]isoquinolin-4-one O1C(COC2=NC=CC=C21)COC2=NC(N1C(C3=CC=C(C=C3CC1)C=1C=NN(C1)C)=C2)=O